Cl.S1C=CC=2OCCCC(C21)CCN 2-{5H,6H,7H,8H-Thieno[3,2-b]oxepin-8-yl}ethan-1-amine hydrochloride